4-(3,5-bis(trifluoromethyl)phenoxy)butan-1-amine FC(C=1C=C(OCCCCN)C=C(C1)C(F)(F)F)(F)F